monomethoxymethyl-acryl-urea COCN(C(=O)N)C(=O)C=C